C1(=CC=CC=C1)C=CCC 1-phenylbut-1-en